C(C)OC(=O)C=1C(C=C2N(C(OC3=C2C=2CCOC2C(=C3)OC)C3=CC=CC=C3)C1)=O 4-methoxy-11-oxo-7-phenyl-1,2,7,11-tetrahydrobenzofuro[4,5-e]pyrido[1,2-c][1,3]oxazine-10-carboxylic acid ethyl ester